5-(benzyloxy)-1-(but-3-en-2-yl)-N-(2,4-difluorobenzyl)-3-((S)-1-fluorobut-3-en-2-yl)-4,6-dioxo-2,3,4,6-tetrahydro-1H-pyrido[2,1-f][1,2,4]triazine-7-carboxamide C(C1=CC=CC=C1)OC=1C(C(=CN2N(CN(C(C21)=O)[C@H](CF)C=C)C(C)C=C)C(=O)NCC2=C(C=C(C=C2)F)F)=O